NC1=C(C(=NC=C1C(=O)N)OC1=CC(=C(C=C1)F)Cl)C1=C(C(=CC=C1C)O)C 4-amino-6-(3-chloro-4-fluorophenoxy)-5-(3-hydroxy-2,6-dimethylphenyl)-nicotinamide